1-[1-[2-(3-phenylprop-1-en-1-yl)pyrimidin-4-yl]pyrrolidin-2-yl]ethan-1-one C1(=CC=CC=C1)CC=CC1=NC=CC(=N1)N1C(CCC1)C(C)=O